tert-butyl (2S)-4-[6-bromo-1-[5-(difluoromethyl)-1,3,4-thiadiazol-2-yl]-2-oxo-3H-benzimidazol-4-yl]-2-methyl-piperazine-1-carboxylate BrC=1C=C(C2=C(N(C(N2)=O)C=2SC(=NN2)C(F)F)C1)N1C[C@@H](N(CC1)C(=O)OC(C)(C)C)C